OC1=C(C=C(C=C1)C=C)C=NC1C(CCCC1)N=CC1=C(C=CC(=C1)C=C)O N,N'-bis[(2-hydroxy-5-vinylphenyl)-methylene]-1,2-diamino-cyclohexane